methyl (S)-2-((2-(5-fluoro-2-methyl-4-(methylcarbamoyl)phenyl)-7-methylimidazo[1,2-a]pyridin-3-yl)methyl)morpholine-4-carboxylate FC=1C(=CC(=C(C1)C=1N=C2N(C=CC(=C2)C)C1C[C@H]1CN(CCO1)C(=O)OC)C)C(NC)=O